dicyclohexyl-[(trimethylsiloxy)dimethyl-siloxy]silane C1(CCCCC1)[SiH](O[Si](C)(C)O[Si](C)(C)C)C1CCCCC1